C1(CC1)C=1C(=C2C=NNC2=CC1)CNC(C1=CC(=C(C=C1)C)C(F)(F)F)=O N-((5-cyclopropyl-1H-indazol-4-yl)methyl)-4-methyl-3-(trifluoromethyl)benzamide